CCCCCCCCCCCC methylundecan